benzotriazol-1-yl-oxy-tripyrrolidin-1-ylphosphonium hexafluorophosphate F[P-](F)(F)(F)(F)F.N1(N=NC2=C1C=CC=C2)O[P+](N2CCCC2)(N2CCCC2)N2CCCC2